FC1=CC=C(C=C1)[C@H]1NC(OC1)=O (R)-4-(4-fluorophenyl)-oxazolidine-2-one